3-(2-amino-5-cyclopropylpyridin-3-yl)propenamide NC1=NC=C(C=C1C=CC(=O)N)C1CC1